C(C)C=1C=NC2=CC=C(C=C2N1)C(C)=O 1-(3-ethylquinoxalin-6-yl)ethan-1-one